BrC=1C=CC(=C(C=NNC(C(C)OC2=CC(=CC=C2)F)=O)C1)O N'-(5-bromo-2-hydroxybenzylidene)-2-(3-fluorophenoxy)propionyl-hydrazine